NC1=C(SC2=NC(=CC=C21)C)C(=O)N[C@@H]2CC=1C=CC(=NC1CC2)N2C[C@@H]1COC[C@H](C2)C1N 3-amino-6-methyl-N-[(6S)-2-[(1R,5S,9r)-9-amino-3-oxa-7-azabicyclo[3.3.1]nonan-7-yl]-5,6,7,8-tetrahydroquinolin-6-yl]thieno[2,3-b]pyridine-2-carboxamide